[Al].C(C)OP(O)=O.C(C)OP(O)=O.C(C)OP(O)=O tris(O-ethylphosphonic acid) aluminum